CN(C1CN(CC1)C([C@H](CCCN[C@H]1[C@@H](C1)C1=CC=C(C=C1)F)NC(C1=CC=C(C=C1)N1N=NC=C1)=O)=O)C N-[(2S)-1-[3-(dimethylamino)pyrrolidin-1-yl]-5-[[(1R,2S)-2-(4-fluorophenyl)-cyclopropyl]amino]-1-oxopentan-2-yl]-4-(1H-1,2,3-triazol-1-yl)benzamide